O[C@@H]1[C@@H](O)[C@@H](O)[C@H](O)CO1 α-D-lyxopyranose